Isoquinolin-6-one C1=NC=CC=2CC(C=CC12)=O